C7-bromo-1H-benzo[d]imidazole-4-carboxylic acid methyl ester COC(=O)C1=CC=C(C=2NC=NC21)Br